[Mn](=O)(=O)([O-])[O-].[Li+].[Zn+2] Zinc-lithium manganate